N-(1-(2-(((1H-pyrrolo[3,2-c]pyridin-2-yl)methyl)amino)-2-oxoethyl)-6-oxo-2-phenyl-1,6-dihydropyrimidin-5-yl)-4-(2,4-difluorophenoxy)benzamide N1C(=CC=2C=NC=CC21)CNC(CN2C(=NC=C(C2=O)NC(C2=CC=C(C=C2)OC2=C(C=C(C=C2)F)F)=O)C2=CC=CC=C2)=O